F[Sb-](F)(F)(F)(F)F.C(CCCCCCC)N1C=[N+](C=C1)C 1-Octyl-3-methylimidazolium hexafluoroantimonate